FC1(CC1)C=1C=C2C=NN(C2=CC1OCC1=NOC=C1)COCC[Si](C)(C)C 3-(((5-(1-fluorocyclopropyl)-1-((2-(trimethylsilyl)ethoxy)methyl)-1H-indazol-6-yl)oxy)methyl)isoxazole